ClC1=NC2=CC=CC=C2C(=C1)N(C)C 2-chloro-N,N-dimethylquinolin-4-amine